chloro-3-(((1R)-1-(2-cyano-7-methyl-3-((1S)-1-(trifluoromethyl)-3-azabicyclo[3.1.0]hexan-3-yl)quinoxalin-5-yl)ethyl)amino)picolinic acid ClC1=C(C(=NC=C1)C(=O)O)N[C@H](C)C1=C2N=C(C(=NC2=CC(=C1)C)C#N)N1C[C@@]2(CC2C1)C(F)(F)F